[Cl-].CN1C=[N+](C=C1)CC1=CC=C(C=C1)C(=O)N1C(SCC1)=O 1-Methyl-3-(4-((2-oxo-1,3-thiazolidin-3-yl)carbonyl)benzyl)-1H-imidazol-3-ium chlorid